CC1=C(SC(=N1)[N+]2=NC(=NN2C3=CC=CC=C3)C4=CC=CC=C4)C.[Br-] 3-(4,5-Dimethyl-2-Thiazol-2-yl)-2,5-Diphenyl-2H-Tetrazolium Bromide